CC1=C(N=NN1)C(=O)N 5-methyl-1H-1,2,3-triazole-4-amide